FC(C(CC(=O)C=1C=CC=2N(C3=CC=CC=C3C2C1)C1=CC=CC=C1)=O)(F)F 4,4,4-trifluoro-1-(9-phenyl-9H-carbazol-3-yl)butane-1,3-dione